(S)-(+)-2-(4-isobutylphenyl)propanamide C(C(C)C)C1=CC=C(C=C1)[C@@H](C(=O)N)C